Gamma-(2,3-epoxypropoxy)propyltrimethoxysilane di(2-propylheptyl)phthalate C(CC)C(COC(C=1C(C(=O)OCC(CCCCC)CCC)=CC=CC1)=O)CCCCC.C(C1CO1)OCCC[Si](OC)(OC)OC